racemic-2-allyl-1-(3-ethyl-3-hydroxy-2,3-dihydro-1H-inden-5-yl)-6-((4-(4-methylpiperazin-1-yl)phenyl)amino)-1,2-dihydro-3H-pyrazolo[3,4-d]pyrimidin-3-one C(C=C)N1N(C2=NC(=NC=C2C1=O)NC1=CC=C(C=C1)N1CCN(CC1)C)C=1C=C2[C@@](CCC2=CC1)(O)CC |r|